tert-butyl 7-(6-chloro-1-(tetrahydro-2H-pyran-2-yl)-1H-pyrazolo[4,3-c]pyridin-3-yl)-2,7-diazaspiro[4.4]nonane-2-carboxylate ClC1=CC2=C(C=N1)C(=NN2C2OCCCC2)N2CC1(CCN(C1)C(=O)OC(C)(C)C)CC2